(5S*)-tert-Butyl 5-((2,2-difluoroethoxy)methyl)-5,6,9,10-tetrahydro-4H-isoxazolo[3,4-c]pyrido[4',3':3,4]pyrazolo[1,5-a]azepine-11(12H)-carboxylate FC(COC[C@H]1CC=2C(C=3N(C1)N=C1C3CN(CC1)C(=O)OC(C)(C)C)=NOC2)F |o1:5|